1-(tert-butyl) 3-methyl 3-(benzyloxy)azetidine-1,3-dicarboxylate C(C1=CC=CC=C1)OC1(CN(C1)C(=O)OC(C)(C)C)C(=O)OC